C1(CCC1)OC1CNC1 3-(cyclobutoxy)azetidin